(6-chloro-3,4-dihydro-2,7-naphthyridin-2(1H)-yl)-3-pyridinyl-methanone ClC=1C=C2CCN(CC2=CN1)C(=O)C=1C=NC=CC1